C(C)(=O)OC1CC(=O)OC(C1)CCCCCCCCCCC 3-acetoxy-5-Hexadecanolide